C(COCCOCCN)N 2,2''-(ethylenedioxy)bis(ethylamine)